(pentafluorophenol) isonitrile N#[C-].FC1=C(C(=C(C(=C1O)F)F)F)F